5-chloro-N-(3-cyano-4-methyl-1H-indol-7-yl)-1-(2-hydroxy-1,1-dimethyl-ethyl)pyrazole-4-sulfonamide ClC1=C(C=NN1C(CO)(C)C)S(=O)(=O)NC=1C=CC(=C2C(=CNC12)C#N)C